(4-(2,6-difluorophenoxy)-2,6-difluorophenyl)(4-(((3R,6S)-6-(hydroxymethyl)tetrahydro-2H-pyran-3-yl)amino)-5-methoxy-1H-pyrrolo[2,3-b]pyridin-3-yl)methanone FC1=C(OC2=CC(=C(C(=C2)F)C(=O)C2=CNC3=NC=C(C(=C32)N[C@H]3CO[C@@H](CC3)CO)OC)F)C(=CC=C1)F